tert-Butyl (3-methyl-2-oxo-1-(tetrahydro-2H-pyran-4-yl)-2,3-dihydro-1H-imidazo[4,5-c]pyridin-6-yl)(2-methyl-4-((1-methyl-2-nitro-1H-imidazol-5-yl)methoxy)phenyl)carbamate CN1C(N(C2=C1C=NC(=C2)N(C(OC(C)(C)C)=O)C2=C(C=C(C=C2)OCC2=CN=C(N2C)[N+](=O)[O-])C)C2CCOCC2)=O